1-(piperidin-4-yl)-1H-1,2,3-triazol-4-yl-6-(1H-pyrazol-4-yl)quinolin-4-amine N1CCC(CC1)N1N=NC(=C1)C1=NC2=CC=C(C=C2C(=C1)N)C=1C=NNC1